C(C1=CC=CC=C1)N1C2=NC=NC(=C2N=C1C1=C(C(=CC=C1)OCCN1CCN(CC1)C)Cl)OC1(CC1)C 9-benzyl-8-(2-chloro-3-(2-(4-methyl-piperazin-1-yl)ethoxy)phenyl)-6-(1-methylcyclopropoxy)-9H-purine